C(C1=CC=CC=C1)OCOC1=CC=C2C(=C(C(C2=C1)=O)C=1C=NC=CC1)C1=C(N=CS1)C 6-((benzyloxy)methoxy)-3-(4-methylthiazol-5-yl)-2-(pyridin-3-yl)-1H-inden-1-one